1-(4-(3-isopropyl-2-(1H-pyrazolo[3,4-b]pyridin-4-yl)-1H-indol-5-yl)piperidin-1-yl)-2-((2-methyl-2-morpholinopropyl)amino)ethan-1-one C(C)(C)C1=C(NC2=CC=C(C=C12)C1CCN(CC1)C(CNCC(C)(N1CCOCC1)C)=O)C1=C2C(=NC=C1)NN=C2